ClC1=CC=C(C(=O)NC(C(=O)O)CC2=CC(NC3=CC=CC=C23)=O)C=C1 2-(4-chlorobenzamido)-3-(1,2-dihydro-2-oxo-4-quinolineyl)propionic acid